CN1C(NC(C1)=O)=[Se] 1-methyl-2-selenoxoimidazolidine-4-on